C(C=C)(=O)N1C[C@@H](N(CC1)C1=NC(N2C3=C(C(=C(C=C13)Cl)C1=C(C=C(C=C1)F)F)SCC2)=O)CS(=O)(=O)C 7-((R)-4-acryloyl-2-((methylsulfonyl)methyl)piperazin-1-yl)-9-chloro-10-(2,4-difluorophenyl)-2,3-dihydro-5H-[1,4]thiazino[2,3,4-ij]quinazolin-5-one